Para-(3-{3-[3-(tosyloxy)propoxy]propoxy}propoxysulfonyl)toluene S(=O)(=O)(C1=CC=C(C)C=C1)OCCCOCCCOCCCOS(=O)(=O)C1=CC=C(C)C=C1